(6-bromo-[1,2,4]triazolo[4,3-a]pyridin-3-yl)(4-(5-chloro-2-(trifluoromethyl)phenyl)piperidin-1-yl)methanone BrC=1C=CC=2N(C1)C(=NN2)C(=O)N2CCC(CC2)C2=C(C=CC(=C2)Cl)C(F)(F)F